7-((3-(4-fluorophenyl)allyl)oxy)-8,8-dimethyl-7,8-dihydro-2h,6h-pyrano[3,2-g]chromen-2-one FC1=CC=C(C=C1)C=CCOC1CC=2C=C3C=CC(OC3=CC2OC1(C)C)=O